N-[3-(2,2-dimethylpropyl)-4-fluoro-isoxazol-5-yl]propionamide benzyl-4-([1-[2-(2,6-dioxopiperidin-3-yl)-1,3-dioxoisoindol-5-yl]piperidin-4-yl](methyl)amino)piperidine-1-carboxylate C(C1=CC=CC=C1)OC(=O)N1CCC(CC1)N(C)C1CCN(CC1)C=1C=C2C(N(C(C2=CC1)=O)C1C(NC(CC1)=O)=O)=O.CC(CC1=NOC(=C1F)NC(CC)=O)(C)C